tetracosenediene C=CC=CC=CCCCCCCCCCCCCCCCCCC